C(C)OC(\C=C\C1CCC(CC1)OC1=C(C(=CC=C1)Br)C)=O.CC1=CC=C(C=C1)S(=O)(=O)NC1=C(C=C(C=C1)[N+](=O)[O-])C=C 4-methyl-N-(4-nitro-2-vinylphenyl)benzenesulfonamide ethyl-(E)-3-[4-(3-bromo-2-methyl-phenoxy)cyclohexyl]prop-2-enoate